adenosine 5'-diphosphate trilithium salt [Li+].[Li+].[Li+].P([O-])(=O)(OP(=O)([O-])[O-])OC[C@@H]1[C@H]([C@H]([C@@H](O1)N1C=NC=2C(N)=NC=NC12)O)O